N,N-dimethyl-3-(5H-pyrido[3'',4'':4',5']pyrrolo[3',2':4,5]imidazo[1,2-a]pyrazin-5-yl)benzamide CN(C(C1=CC(=CC=C1)N1C2=C(C=3N=C4N(C=CN=C4)C31)C=NC=C2)=O)C